2-dimethylamino-ethan-1-amine CN(CCN)C